3-(4,4,5,5-Tetramethyl-1,3,2-dioxaborolan-2-yl)-5-(trifluoromethyl)pyridin-2(1H)-one CC1(OB(OC1(C)C)C=1C(NC=C(C1)C(F)(F)F)=O)C